(2-{3-azabicyclo[3.1.0]hex-3-yl}-4-[(1E)-2-phenylvinyl]pyrimidin-5-yl)methanol C12CN(CC2C1)C1=NC=C(C(=N1)\C=C\C1=CC=CC=C1)CO